FC1(CC2(CN(C2)C(=O)C=2C=CC(=NC2)C=2C=C(C3=C(C=CO3)C2)C(F)(F)F)C1)F 5-(5-(6,6-difluoro-2-azaspiro[3.3]heptane-2-carbonyl)pyridin-2-yl)-7-(trifluoro-methyl)benzofuran